N1CCC2(CC1)[C@@H](CC1=CC=CC=C12)N[S@](=O)C(C)(C)C (R)-N-((R)-2,3-dihydrospiro[indene-1,4'-piperidin]-2-yl)-2-methylpropane-2-sulfinamide